tert-butyl 4-[1-[4-[4-(benzyloxycarbonylamino)-2-fluoro-phenyl]-1-piperidyl]-1-methyl-ethyl]piperidine-1-carboxylate C(C1=CC=CC=C1)OC(=O)NC1=CC(=C(C=C1)C1CCN(CC1)C(C)(C)C1CCN(CC1)C(=O)OC(C)(C)C)F